2-methyl-4-(tributylstannyl)but-3-yn-2-ol CC(C)(C#C[Sn](CCCC)(CCCC)CCCC)O